O1C2=C(N(CCC1)C(CNC(OC(C)(C)C)=O)=O)C=CC=C2 tert-butyl (2-(3,4-dihydrobenzo[b][1,4]oxazepin-5(2H)-yl)-2-oxoethyl)carbamate